C1(CC1)CNC1=C(C#N)C=C(C=C1)C1=NC(=NO1)C=1C=C2CC(NC2=CC1)=O 2-((cyclopropylmethyl)amino)-5-(3-(2-oxoindolin-5-yl)-1,2,4-oxadiazol-5-yl)benzonitrile